N,N'-Dimethyl-urea CNC(=O)NC